C(C)(=O)N1CCC(CC1)C=1N=C2N(C(C1C#N)=O)C=C(C=C2[C@@H](C)NC2=C(C(=O)O)C=CC=C2)C (R)-2-((1-(2-(1-acetylpiperidin-4-yl)-3-cyano-7-methyl-4-oxo-4H-pyrido[1,2-a]pyrimidin-9-yl)ethyl)amino)benzoic acid